C(C1CO1)N(C=1C(=CC=CC1C)N(CC1CO1)CC1CO1)CC1CO1 tetraglycidylmethylbenzenediamine